ClC=1N=C(C2=C(N1)C=C(S2)C#CCNC2CC2)N2CCOCC2 N-(3-(2-chloro-4-morpholinothieno[3,2-d]pyrimidin-6-yl)prop-2-yn-1-yl)cyclopropanamine